C(#N)C[C@H]1N(CC[C@@H](C1)NC1=C(C(=NC=2C(N(C(=CC12)C(F)(F)F)C1=CC=CC2=CC=CC=C12)=O)O)[N+](=O)[O-])C(=O)OC(C)(C)C tert-butyl (2S,4S)-2-(cyanomethyl)-4-((2-hydroxy-7-(naphthalen-1-yl)-3-nitro-8-oxo-6-(trifluoromethyl)-7,8-dihydro-1,7-naphthyridin-4-yl)amino)piperidine-1-carboxylate